N-(cyclopropylmethyl)-2-[(2S,4R)-4-hydroxy-1-[2-(3-methoxy-1,2-oxazol-5-yl)-3-methylbutyryl]pyrrolidin-2-yl]-N-(4-pyridin-4-ylbutyl)-1H-imidazole-4-carboxamide C1(CC1)CN(C(=O)C=1N=C(NC1)[C@H]1N(C[C@@H](C1)O)C(C(C(C)C)C1=CC(=NO1)OC)=O)CCCCC1=CC=NC=C1